5-Iodocytosin IC=1C(=NC(NC1)=O)N